7-((2S,5R)-2,5-diethyl-4-(1-(2-methylquinoxalin-6-yl)ethyl)piperazin-1-yl)-4-methyl-2-(tetrahydro-2H-pyran-2-yl)-2,4-dihydro-5H-pyrazolo[4,3-b]pyridin-5-one C(C)[C@@H]1N(C[C@H](N(C1)C(C)C=1C=C2N=CC(=NC2=CC1)C)CC)C=1C=2C(N(C(C1)=O)C)=CN(N2)C2OCCCC2